3-(dimethylamino)-5-(2-ethoxy-5-ethylsulfonylphenyl)-1-methyl-pyridin-2-one CN(C=1C(N(C=C(C1)C1=C(C=CC(=C1)S(=O)(=O)CC)OCC)C)=O)C